FC=1C=C2C=C(C=NC2=CC1F)NC1=NC(=NC=C1)NC=1C=NC(=C(C1)OC)N1CCNCC1 4-(6,7-difluoro-3-quinolylamino)-2-[5-methoxy-6-(1-piperazinyl)-3-pyridylamino]pyrimidine